orotic acid ribosyl-phosphate C1([C@H](O)[C@H](O)[C@H](O1)CO)OP(=O)(O)O.C(C1=CC(=O)NC(=O)N1)(=O)O